C1(=CC=CC=C1)NC1=C2C(=NC=C1)C=C(S2)C=2C=C(C=CC2)C N-phenyl-2-(m-tolyl)thieno[3,2-b]pyridin-7-amine